N-(3-(1-oxo-1,2,3,4-tetrahydropyrrolo[1,2-a]pyrazin-7-yl)-1H-pyrrolo[2,3-b]pyridin-6-yl)isonicotinamide O=C1C=2N(CCN1)C=C(C2)C2=CNC1=NC(=CC=C12)NC(C1=CC=NC=C1)=O